(4-(3-((6-(benzylamino)-1H-pyrrolo[2,3-b]pyridin-4-yl)ethynyl)imidazo[1,2-b]pyridazin-6-yl)phenyl)(morpholino)methanone C(C1=CC=CC=C1)NC1=CC(=C2C(=N1)NC=C2)C#CC2=CN=C1N2N=C(C=C1)C1=CC=C(C=C1)C(=O)N1CCOCC1